C(C)(C)(C)OC(C[C@H]([C@H]([C@H](CC)C)N(C)C([C@H](C(C)C)NC(=O)OCC1=CC=CC=C1)=O)OC)=O (3R,4S,5S)-4-((S)-2-(((benzyloxy)carbonyl)amino)-N,3-dimethylbutyrylamino)-3-methoxy-5-methylheptanoic acid tert-butyl ester